C1(CCCC1)NC=1C2=C(N=C(N1)NC1=CC=C(C3=C1OCCO3)C(=O)N3CCOCC3)NC=C2 (8-((4-(cyclopentylamino)-7H-pyrrolo[2,3-d]pyrimidin-2-yl)amino)-2,3-dihydrobenzo[b][1,4]dioxin-5-yl)(morpholino)methanone